2-(4-{2-[1-(5-chloro-1H-1,3-benzodiazol-2-yl)-5-hydroxy-3-[4-(trifluoromethyl)phenyl]-1H-pyrazol-4-yl]ethyl}phenoxy)acetic acid ClC1=CC2=C(NC(=N2)N2N=C(C(=C2O)CCC2=CC=C(OCC(=O)O)C=C2)C2=CC=C(C=C2)C(F)(F)F)C=C1